CC1=CC=CC=C1C(F)(F)F 2-methyl-3-(trifluoromethyl)benzene